COC(=O)N1N=CC=C1 1H-pyrazole-1-carboxylic acid methyl ester